FC=1C=C(C(=NC1)O)C=1N=C(C=2OCCNC2N1)NCCC1=CNC2=CC=CC=C12 5-fluoro-3-[4-[2-(1H-indol-3-yl)ethylamino]-7,8-dihydro-6H-pyrimido[5,4-b][1,4]oxazin-2-yl]pyridin-2-ol